C(C1=CC=CC=C1)NC1=NC=C(C=N1)B(O)O [2-(BENZYLAMINO)PYRIMIDIN-5-YL]BORONIC ACID